gamma-hexanol CCC(CCC)O